C1(=CC(=CC(=C1)C(=O)O)C(=O)O)C(=O)O.C(C1=CC(C(=O)O)=CC(C(=O)O)=C1)(=O)O trimesic acid (benzene-1,3,5-tricarboxylate)